COC(CNC([C@@H](NC(=O)OC(C)(C)C)CC1CCCCC1)=O)=O (tert-Butoxycarbonyl)-3-cyclohexyl-L-alanylglycine methyl ester